2,8-dimethyl-3,7-diamino-phenazine CC1=CC2=NC3=CC(=C(C=C3N=C2C=C1N)N)C